5-(2-fluorophenyl)-6-(3-fluoro-4-pyridyl)-N-[6-(trifluoromethyl)-3-pyridyl]-1,2,4-triazin-3-amine FC1=C(C=CC=C1)C=1N=C(N=NC1C1=C(C=NC=C1)F)NC=1C=NC(=CC1)C(F)(F)F